BrC=1SC2=C(C=NC(=C2F)Cl)N1 2-bromo-6-chloro-7-fluoro-thiazolo[4,5-C]pyridine